[O-]S(=O)(=O)C(F)(F)F.C1(=CC=CC2=CC=CC=C12)[S+](C1=CC=CC=C1)C1=CC=CC2=CC=CC=C12 di-1-naphthylphenylsulfonium triflate